C(C1=CC=CC=C1)(=O)OC1CC(NC(C1)(C)C)(C)C 4-benzoyl-oxy-2,2,6,6-tetramethylpiperidine